S1C(=NC=C1)NC(=O)[C@@H]1CC12CCN(CC2)C(=O)OC(C(F)(F)F)C(F)(F)F |o1:8| 1,1,1,3,3,3-hexafluoro-propan-2-yl (R or S)-1-(thiazol-2-yl-carbamoyl)-6-azaspiro[2.5]-octane-6-carboxylate